COC(CCN1CCN(CC1)C1=NC=C(C=C1)OC1=NC(=CC(=C1)CN1CCC(CC1)CNC(C)=O)C1=CC(=CC(=C1)Cl)Cl)=O methyl-3-(4-(5-((4-((4-(acetamidomethyl)piperidin-1-yl)methyl)-6-(3,5-dichlorophenyl)pyridin-2-yl)oxy)pyridin-2-yl)piperazin-1-yl)propanoate